C[C@H]1C[C@H]2[C@@H]3CCC4=CC(=O)CC[C@@]4([C@H]3CC[C@@]2([C@H]1C(=O)C)C)C The molecule is a 3-oxo Delta(4)-steroid that is progesterone substituted by a beta-methyl group at position 16. It is a 20-oxo steroid and a 3-oxo-Delta(4) steroid. It derives from a progesterone. It derives from a hydride of a pregnane.